CN([C@@H]1CCN2[C@@H]([C@@H]([C@@H]2CN(C1)C(=O)NC1=CC=C(C=C1)OC)C1=CC=C(C=C1)C#CC1=CC=CC=C1)CO)C (4R,8R,9R,10S)-4-(dimethylamino)-10-(hydroxymethyl)-N-(4-methoxyphenyl)-9-(4-(phenylethynyl)phenyl)-1,6-diazabicyclo[6.2.0]decane-6-carboxamide